C(CCCCCCC\C=C/CCCCCCCC)(=O)OCC(COC(CCCCCCC\C=C/CCCCCCCC)=O)(CCCCCCCC\C=C/CCCCCCCC)CCN(C)C (Z)-2-(2-(dimethylamino)ethyl)-2-((Z)-octadec-9-en-1-yl)propane-1,3-diyl dioleate